bis((4R,4aS,7aR,12bS)-3-allyl-4a-hydroxy-7-oxo-2,3,4,4a,5,6,7,7a-octahydro-1H-4,12-methanobenzofuro[3,2-e]isoquinolin-9-yl) hexane-1,6-diyl bis(carbonate) C(OC1=CC=C2C3=C1O[C@@H]1[C@]34CCN([C@@H]([C@@]4(CCC1=O)O)C2)CC=C)(OCCCCCCOC(OC2=CC=C1C4=C2O[C@@H]2[C@]43CCN([C@@H]([C@@]3(CCC2=O)O)C1)CC=C)=O)=O